BrC(C(=O)NCCCCCCCCCCCC)(Br)Br 2,2,2-tribromo-N-dodecylacetamide